2-ethoxy-4-nitro-5-(trifluoromethyl)benzoic acid C(C)OC1=C(C(=O)O)C=C(C(=C1)[N+](=O)[O-])C(F)(F)F